(S)-4-(4-(3,3-difluoropropoxy)-2-fluorophenyl)-1-(1H-benzo[d]imidazol-5-yl)azetidin-2-one FC(CCOC1=CC(=C(C=C1)[C@@H]1CC(N1C1=CC2=C(NC=N2)C=C1)=O)F)F